2-[3-(2-hydroxy-2-methylpropyl)phenyl]propanal (R)-2-amino-5-(4-chloro-2-fluorophenyl)-4-oxo-4,5-dihydrofuran-3-yl-5-d-phenylmethanesulfonate NC=1OC(C(C1[C@H](S(=O)(=O)O)C1=CC=CC=C1)=O)([2H])C1=C(C=C(C=C1)Cl)F.OC(CC=1C=C(C=CC1)C(C=O)C)(C)C